lithio 3-methyl-4-{7-methyl-2,7-diazaspiro[3.5]nonan-2-yl}benzoate CC=1C=C(C(=O)O[Li])C=CC1N1CC2(C1)CCN(CC2)C